ethyl 5-(2-(4-((trifluoromethyl)thio)benzamido)ethyl)isoxazole-3-carboxylate FC(SC1=CC=C(C(=O)NCCC2=CC(=NO2)C(=O)OCC)C=C1)(F)F